C1(=CC=CC=C1)S(=O)(=O)N1C=CC=2C1=NC=CC2C2=C(C=C(C=C2)NC(=O)[C@@H](CC(C)C)NC(OCC2C1=CC=CC=C1C=1C=CC=CC21)=O)F Fluoren-9-ylmethyl N-[(1R)-1-[[4-[1-(benzenesulfonyl)pyrrolo[2,3-b]pyridin-4-yl]-3-fluoro-phenyl]carbamoyl]-3-methyl-butyl]carbamate